C1(CC1)C1=NC2=C(N1CC(=O)OCCC=C(F)F)C=CC=C2 4,4-difluorobut-3-en-1-yl 2-(2-cyclopropyl-1H-benzo[d]imidazol-1-yl)acetate